COC(C(OC)OC1=NN(C(=C1I)C=1C=NC(=CC1)F)C1=NC=CC=C1SC)=O Methyl-({5-(6-fluoropyridin-3-yl)-4-iodo-1-[3-(methylsulfanyl)pyridin-2-yl]-1H-pyrazol-3-yl}oxy)-(methoxy)acetat